ClC1=CC=C(S1)NC(=O)N[C@@H]1C(NC[C@H]1C1=NC=C(C=C1F)OC)=O |o1:10,14| (-)-1-(5-chlorothiophen-2-yl)-3-[(3S*,4R*)-4-(3-fluoro-5-methoxypyridine-2-yl)-2-oxopyrrolidin-3-yl]urea